OC1=CC=C(C=C1)C#CC1=CC=C(C=C1)OC 4-hydroxy-4'-methoxytolane